N1N=C(C=C1)CS(=O)(=O)C1=C(C=C(C(=O)NCC2=CC=3N(C=C2)C=CN3)C=C1)C#CC1=CC=C(C=C1)F 4-(((1H-pyrazol-3-yl)methyl)sulfonyl)-3-((4-fluorophenyl)ethynyl)-N-(imidazo[1,2-a]pyridin-7-ylmethyl)benzamide